FC1(CCN(CC1)C1=NC=NC=C1F)C(=O)N1CCOC2=C(C1)C=NC=C2C#N 4-(4-fluoro-1-(5-fluoropyrimidin-4-yl)piperidine-4-carbonyl)-2,3,4,5-tetrahydropyrido[3,4-f][1,4]oxazepine-9-carbonitrile